COC=1C=CC(=C2CN(C(NC12)=O)C1CCC(CC1)(C(=O)O)C)C 4-(8-methoxy-5-methyl-2-oxo-1,2-dihydroquinazolin-3(4H)-yl)-1-methylcyclohexanecarboxylic acid